COC=1C=C(C=CC1OC)/C=C/C1=NC=2N(C(N(C(C2N1C)=O)CC)=O)CC (E)-8-[2-(3,4-dimethoxyphenyl)vinyl]-1,3-diethyl-3,7-dihydro-7-methyl-1H-purine-2,6-dione